Cl.FC1=C(C(=O)N[C@H](C)C=2C=NC(=NC2)C(F)(F)F)C=C(C=C1C=1SC(=CN1)C)OC[C@H]1CNCCO1 2-fluoro-3-(5-methylthiazol-2-yl)-5-(((R)-morpholin-2-yl)methoxy)-N-((R)-1-(2-(trifluoromethyl)pyrimidin-5-yl)ethyl)benzamide hydrochloride